difluorohexanoic acid FC(C(=O)O)(CCCC)F